[C@H]12OCC[C@@H]2C[C@H]1NC(=O)C1=CN=C2N1N=C(C=C2N(C([2H])([2H])[2H])CC2=CC=C(C=C2)OC)Cl N-((1R,5S,7R)-2-oxabicyclo[3.2.0]heptan-7-yl)-6-chloro-8-((4-methoxybenzyl)(methyl-d3)amino)imidazo[1,2-b]pyridazine-3-carboxamide